NC=1C2=C(N=CN1)N(C=C2I)[C@H]2[C@H](C[C@@H](O2)CO[Si](C)(C)C(C)(C)C)F (2R,3R,4S,5R)-5-(4-amino-5-iodo-7H-pyrrolo[2,3-d]pyrimidin-7-yl)-2-(((tert-butyldimethylsilyl)oxy)methyl)-4-fluorotetrahydrofuran